N-(1-(4-(2-(6-(Difluoromethyl)imidazo[1,2-a]pyrazin-3-yl)pyrimidin-4-yl)morpholin-2-yl)ethyl)methanesulfonamide FC(C=1N=CC=2N(C1)C(=CN2)C2=NC=CC(=N2)N2CC(OCC2)C(C)NS(=O)(=O)C)F